C(C1CCCO1)C(C)(C)CC1CCCO1 2,2-di-tetrahydrofurfuryl-propane